COC=1C2=C(N=C(N1)N[C@@H]1CCC(N(C1)C)=O)NC=C2C=2C=CC=1N(C2)C(=NN1)C (R)-5-((4-methoxy-5-(3-methyl-[1,2,4]triazolo[4,3-a]pyridin-6-yl)-7H-pyrrolo[2,3-d]pyrimidin-2-yl)amino)-1-methylpiperidin-2-one